OCC1=CC=C(C=C1)NC([C@H](CCCNC(=O)N)NC(OCC1=CC=CC=C1)=O)=O Benzyl (S)-(1-((4-(hydroxymethyl)phenyl)amino)-1-oxo-5-ureidopentan-2-yl)carbamate